2-(5-(6',8'-dihydrospiro[chromane-4,9'-pyrido[3',2':4,5]imidazo[2,1-c][1,4]oxazin]-2'-yl)pyrimidin-2-yl)propan-2-ol 2H-1,2,3,4-tetrazole-2-carboxylate N=1N(N=NC1)C(=O)OC(C)(C)C1=NC=C(C=N1)C=1C=CC=2N=C3COCC4(N3C2N1)CCOC1=CC=CC=C14